6-(4,4-Difluoro-1-((5-methoxy-7-methyl-1H-indol-4-yl)methyl)piperidin-2-yl)-2-(methylamino)nicotinic acid FC1(CC(N(CC1)CC1=C2C=CNC2=C(C=C1OC)C)C1=NC(=C(C(=O)O)C=C1)NC)F